C(C1=CC=CC=C1)OC([C@@H](NC(CC[C@@H](C(=O)OC(C)(C)C)NC(=O)OCC1C2=CC=CC=C2C=2C=CC=CC12)=O)CCC(=O)OCC1=CC=CC=C1)=O ((S)-4-((((9H-Fluoren-9-yl)methoxy)carbonyl)amino)-5-(tert-butoxy)-5-oxopentanoyl)-L-glutamic acid dibenzyl ester